CC1C(N(C2CC1C2)C(=O)C=2N=C(SC2C2=CC=CC=C2)C)COC2=NC=CC1=CC=CC=C21 1-{[4-Methyl-2-(2-methyl-5-phenyl-1,3-thiazol-4-carbonyl)-2-azabicyclo[3.1.1]heptan-3-yl]methoxy}isochinolin